C(C)(C)OCCCNC(=O)C1CCN(CC1)C=1SC=CN1 2-(4-((3-isopropoxypropyl)carbamoyl)piperidin-1-yl)thiazole